FC1(CC(C1)N1N=NC2=C1C=C(C=C2)N)F 1-(3,3-difluorocyclobutyl)-1H-benzo[d][1,2,3]triazol-6-amine